N1C(=NC2=C1C=CC=C2)NCC2=CC=C(CC1=NOC(=C1)C=1C(=NC=CC1)N)C=C2 3-(3-(4-(((1H-benzo[d]imidazol-2-yl)amino)methyl)benzyl)isoxazol-5-yl)-2-aminopyridin